C(CCCCCCC)(=O)OCN1C(CCC2=CC=C(C=C12)CCN1CCN(CC1)C1=CC(=CC=2SC=CC21)F)=O (7-(2-(4-(6-Fluorobenzo[b]thiophen-4-yl)piperazin-1-yl)ethyl)-2-oxo-3,4-dihydroquinolin-1(2H)-yl)methyl octanoate